C1(CC1)C1=NC=NC(=C1C1=NC=C2C(=N1)N(N=C2)CC21C3C4C5(C3C2C5C14)C=1N(C=C(N1)C(F)(F)F)C(C)C)OC 6-(4-cyclopropyl-6-methoxypyrimidin-5-yl)-1-((4-(1-isopropyl-4-(trifluoromethyl)-1H-imidazol-2-yl)cuban-1-yl)methyl)-1H-pyrazolo[3,4-d]pyrimidine